[Si](C)(C)(C(C)(C)C)O[C@H]1[C@@H](O[C@@H]([C@H]1O)CO)N1C=NC=2C(=O)NC(N)=NC12 O-tert-butyldimethylsilyl-guanosine